3-FLUORO-2-METHYLISONICOTINALDEHYDE FC1=C(C=O)C=CN=C1C